CC(CO)(C)C1OCC(CO1)(CO)CC 2-(1,1-dimethyl-2-hydroxyethyl)-5-ethyl-5-hydroxymethyl-1,3-dioxane